N-((4-(2-Hydroxyacetamido)-1-(4-(trifluoromethoxy)phenyl)-1H-pyrazolo[3,4-b]pyridin-3-yl)methyl)acrylamide OCC(=O)NC1=C2C(=NC=C1)N(N=C2CNC(C=C)=O)C2=CC=C(C=C2)OC(F)(F)F